C1(C(CCC=2C(C3=CC=CC=C3C(C12)=O)=O)=O)=O dihydroanthraquinonedione